Cl.Cl.N1=CC=CC=C1 pyridine bishydrochloride